5-cyclohexyl-1,3-diisopropenylbenzene C1(CCCCC1)C=1C=C(C=C(C1)C(=C)C)C(=C)C